FC(C(=O)O)(F)F.C(C1=CC=CC=C1)N1C[C@H](CC1)N(C=1C(=CC(=NC1)S(=O)(=O)NC=1N=CSC1)C(F)F)C (S)-5-((1-Benzylpyrrolidin-3-yl)(methyl)amino)-4-(difluoromethyl)-N-(thiazol-4-yl)pyridine-2-sulfonamide trifluoroacetate salt